4-(dimethylamino)-5-ethoxy-6-((5-methyl-1H-pyrazol-3-yl)amino)pyrimidin CN(C1=NC=NC(=C1OCC)NC1=NNC(=C1)C)C